((6-chloro-2-(6-(5,5-dimethyl-6,7-dihydro-5H-pyrrolo[2,1-c][1,2,4]triazol-3-yl)pyridin-2-yl)-1-oxo-2,3-dihydro-1H-pyrrolo[3,4-c]pyridin-4-yl)methyl)(methyl)carbamate ClC1=CC2=C(C(=N1)COC(NC)=O)CN(C2=O)C2=NC(=CC=C2)C=2N1C(=NN2)CCC1(C)C